C(C)(C)(C)NC(C(C1=NNC=C1)N(C(=O)C=1N=C(SC1)C#C)C1=CC=C(C=C1)C1=CN=CO1)=O N-(2-(tert-butylamino)-2-oxo-1-(1H-pyrazol-3-yl)ethyl)-2-ethynyl-N-(4-(oxazol-5-yl)phenyl)thiazole-4-carboxamide